BrC1=NN(C(=C1)C=C(C)C)C=1C=C(C=CC1)N1CCCCC1 1-(3-(3-bromo-5-(2-methylprop-1-en-1-yl)-1H-pyrazol-1-yl)phenyl)piperidine